NC1=NC=C(C2=C1C(=NN2[C@H]2C[C@@H](N(C2)C(C=C)=O)COC)C#CC2=CC(=CC(=C2)OC)OC)C=2SC=CN2 1-((2R,4S)-4-(4-amino-3-((3,5-dimethoxyphenyl)ethynyl)-7-(thiazol-2-yl)-1H-pyrazolo[4,3-c]pyridin-1-yl)-2-(methoxymethyl)pyrrolidin-1-yl)prop-2-en-1-one